COC1(CC1)C12CNC(C1)C2 4-(1-Methoxycyclopropyl)-2-azabicyclo[2.1.1]hexane